(S)-2-(4-cyclopropyl-6-methoxypyrimidin-5-yl)-4-(1-(3-fluoro-4-(1-methyl-4-(trifluoromethyl)-1H-imidazol-2-yl)phenyl)ethyl)-6,7-dihydro-[1,2,4]triazolo[1,5-a]pyrimidin-5(4H)-one C1(CC1)C1=NC=NC(=C1C1=NN2C(N(C(CC2)=O)[C@@H](C)C2=CC(=C(C=C2)C=2N(C=C(N2)C(F)(F)F)C)F)=N1)OC